1-(4-chloro-3-(trifluoromethyl)pyridin-2-yl)piperidine-4-carbonitrile ClC1=C(C(=NC=C1)N1CCC(CC1)C#N)C(F)(F)F